ClC1=CC(=C(C=C1Cl)N1CC2=CNC(C=C2CC1)=O)F N-(4,5-Dichloro-2-fluorophenyl)-6-oxo-3,4,6,7-tetrahydro-2,7-naphthyridine